4-((2S,5R)-4-(Bis(4-fluorophenyl)methyl)-2,5-dimethylpiperazin-1-yl)-2-chloro-7-(((S)-tetrahydrofuran-2-yl)methyl)-7H-pyrrolo[2,3-d]pyrimidine FC1=CC=C(C=C1)C(N1C[C@@H](N(C[C@H]1C)C=1C2=C(N=C(N1)Cl)N(C=C2)C[C@H]2OCCC2)C)C2=CC=C(C=C2)F